CN1N=C(C=C1)C1=CC=2N=C(N=C(C2O1)N1CCOCC1)N1N=CC(=C1)C1=CC=CC=C1 6-(1-methylpyrazol-3-yl)-4-morpholino-2-(4-phenylpyrazol-1-yl)furo[3,2-d]pyrimidine